N-[4-[[4-[[(4-Fluorophenyl)sulfonylamino]methyl]triazol-1-yl]methyl]phenyl]-2-(hydroxycarbamoyl)-4-methyl-pentanamide FC1=CC=C(C=C1)S(=O)(=O)NCC=1N=NN(C1)CC1=CC=C(C=C1)NC(C(CC(C)C)C(NO)=O)=O